C[C@@H](CN1CC2(CS(C2)(=O)=O)CC1)CC=1C=NC(=NC1)C(F)(F)F (R)-6-(2-methyl-3-(2-(trifluoromethyl)pyrimidin-5-yl)propyl)-2-thia-6-azaspiro[3.4]octane 2,2-dioxide